C(C)(C)(C)N[C@H]1CN(CC1)C=1N=NC(=CC1)C1=CC2=C(N=C(O2)C)C=C1OCOC (3R)-N-tert-butyl-1-{6-[5-(methoxymethoxy)-2-methyl-1,3-benzoxazol-6-yl]pyridazin-3-yl}pyrrolidin-3-amine